[C@H]12COC[C@@H]2C1NC(=O)C=1C=C(C2=C(C(=CO2)C2=C3C=CN(C3=CC=C2)C)C1)C(=O)NC Rac-N5-((1R,5S,6r)-3-oxabicyclo[3.1.0]hexan-6-yl)-N7-methyl-3-(1-methyl-1H-indol-4-yl)benzofuran-5,7-dicarboxamide